2-fluoro-4-((4-methylpyridin-2-yl)oxy)benzaldehyde FC1=C(C=O)C=CC(=C1)OC1=NC=CC(=C1)C